2-(1H-pyrrol-2-yl)-1H-naphthalen N1C(=CC=C1)C1CC2=CC=CC=C2C=C1